C(C)N(CC)[Sn](N(CC)CC)(N(CC)CC)N(CC)CC tetrakis(diethylamino)tin (IV)